5-[5-(3,5-dichlorophenyl)-5-trifluoromethyl-4,5-dihydroisoxazole-3-yl]-2-(1H-1,2,4-triazol-1-yl)benzonitrile ClC=1C=C(C=C(C1)Cl)C1(CC(=NO1)C=1C=CC(=C(C#N)C1)N1N=CN=C1)C(F)(F)F